[N-](S(=O)(=O)C(F)(F)F)S(=O)(=O)C(F)(F)F.C(CCCCCCC)N1CC=C(C=C1)C 1-octyl-4-methylpyridine bis(trifluoromethanesulfonyl)imide salt